C1(CC1)OC1=C(C=NC(=C1)F)C(=O)O 4-cyclopropyloxy-6-fluoropyridine-3-carboxylic acid